N=1NN=NC1C1=CC=CC=C1C(=O)N 6-(2H-tetrazol-5-yl)benzamide